BrC1=CC=C2N=CC(=NC2=C1)OC1=CC=C(O[C@@H](C(=O)O)C)C=C1 (R)-2-(4-(7-bromoquinoxalin-2-yloxy)phenoxy)propanoic acid